NC1=CC=C(CO)C=C1 para-aminobenzylalcohol